S(=O)(=O)(O)O.NC1=NC(=NS1)/C(/C(=O)NC1C2SCC=C(N2C1=O)C(=O)O)=N/OC(C)(C)C(=O)O 7-({(2Z)-2-(5-amino-1,2,4-thiadiazol-3-yl)-2-[(1-carboxyl-1-methylethoxy)-imino] acetyl} amino)-8-oxo-5-thia-1-azabicyclo[4.2.0]oct-2-ene-2-carboxylate sulfate